2-(4-fluoro-2-nitro-phenyl)-1,3-dioxolane FC1=CC(=C(C=C1)C1OCCO1)[N+](=O)[O-]